N-cyclopropyl-2-(difluoromethoxy)-6-methoxy-4-[7-(1-methylpyrazol-4-yl)imidazo[1,2-a]pyridin-3-yl]benzamide C1(CC1)NC(C1=C(C=C(C=C1OC)C1=CN=C2N1C=CC(=C2)C=2C=NN(C2)C)OC(F)F)=O